3-piperidinemethanol N1CC(CCC1)CO